BrC1=CSC=C1Cl 3-bromo-4-chloro-thiophene